C(C)[C@]1(C(OCC=2C(N3CC=4C(=NC=5C=C(C(=C6C5C4[C@H](CC6)NC(CO)=O)OC)F)C3=CC21)=O)=O)O N-((1S,9S)-9-ethyl-5-fluoro-9-hydroxy-4-methoxy-10,13-dioxo-2,3,9,10,13,15-hexahydro-1H,12H-benzo[de]pyrano[3',4':6,7]indolizino[1,2-b]quinolin-1-yl)-2-hydroxyacetamide